CC=1N=C2N(C=C(C(=C2)C)NC(=O)N2CCC=3C2=NC=CC3N3C[C@H](NCC3)C)C1 (R)-N-(2,7-dimethylimidazo[1,2-a]pyridin-6-yl)-4-(3-methylpiperazin-1-yl)-2,3-dihydro-1H-pyrrolo[2,3-b]pyridine-1-carboxamide